6-[(6-bromo-2-naphthyl)oxy]-hexan-1-ol BrC=1C=C2C=CC(=CC2=CC1)OCCCCCCO